C1(=CC=CC=C1)C=1C=C(C=2N(C1)C=C(N2)C2=CC=C(C=C2)C=CC(=O)OC)C2=CC=CC=C2 methyl 3-(4-(6,8-diphenylimidazo[1,2-a]pyridin-2-yl)phenyl)acrylate